tert-butyl (R)-3-((3-((1-(4-bromonaphthalen-1-yl)ethyl)carbamoyl)-4-methylphenyl)amino)azetidine-1-carboxylate BrC1=CC=C(C2=CC=CC=C12)[C@@H](C)NC(=O)C=1C=C(C=CC1C)NC1CN(C1)C(=O)OC(C)(C)C